ClC1=C(OC(C(=O)OCCCC)OC(C2=C(C=C(C(=C2)N2C(C3CCCCC3C2=O)=O)F)Cl)=O)C=CC(=C1)Cl 2-chloro-4-fluoro-5-(1,3-dioxooctahydro-2H-isoindol-2-yl)benzoic acid (1-(2,4-dichlorophenoxy)-1-n-butoxycarbonylmethyl) ester